tert-butyl 3-{2,2-difluoro-1H,3H,4H-pyrido[1,2-a]indole-10-amido}-9-azabicyclo[3.3.1]nonane-9-carboxylate FC1(CC=2C(=C3N(C2CC1)C=CC=C3)C(=O)NC3CC1CCCC(C3)N1C(=O)OC(C)(C)C)F